N-(2-(1-(cyclopropylsulfonyl)-1H-pyrazol-4-yl)pyridin-4-yl)-5-isopropyl-8-((2R,3S)-2-methyl-3-((methylsulfonyl)methyl)azetidin-1-yl)isoquinolin-3-amine C1(CC1)S(=O)(=O)N1N=CC(=C1)C1=NC=CC(=C1)NC=1N=CC2=C(C=CC(=C2C1)C(C)C)N1[C@@H]([C@H](C1)CS(=O)(=O)C)C